5,5-difluoro-2-(quinazolin-4-ylamino)-9-(5,6,7,8-tetrahydro-1,8-naphthyridin-2-yl)nonanoic acid FC(CCC(C(=O)O)NC1=NC=NC2=CC=CC=C12)(CCCCC1=NC=2NCCCC2C=C1)F